N-((5-chloro-3H-imidazo[4,5-b]pyridin-2-yl)methyl)-4-methyl-3-(methylsulfonyl)benzamide ClC1=CC=C2C(=N1)NC(=N2)CNC(C2=CC(=C(C=C2)C)S(=O)(=O)C)=O